3-amino-N-{2-[3-amino-4-(fluoromethyl)pyrrolidin-1-yl]-4-fluoro-5,6,7,8-tetrahydroquinolin-6-yl}-4,6-dimethylthieno[2,3-b]pyridine-2-carboxamide NC1=C(SC2=NC(=CC(=C21)C)C)C(=O)NC2CC=1C(=CC(=NC1CC2)N2CC(C(C2)CF)N)F